methyl (R)-2-(6-(3-chloro-4-(2-chloro-3-(6-methoxy-5-((((5-oxopyrrolidin-2-yl)methyl)amino)methyl)pyridin-2-yl)phenyl)pyridin-2-yl)-8-methoxy-3,4-dihydroisoquinolin-2(1H)-yl)acetate ClC=1C(=NC=CC1C1=C(C(=CC=C1)C1=NC(=C(C=C1)CNC[C@@H]1NC(CC1)=O)OC)Cl)C=1C=C2CCN(CC2=C(C1)OC)CC(=O)OC